C(CCCCC)C1=CC=CC=2N=C(NC21)C2=NC=CC=C2 hexyl-2-(2-pyridyl)benzimidazole